OC(C#CC=1C2=C(C(N(C1)C)=O)NC(=C2C(=O)OC(CCC)(C)C)C)(C)C 1,1-dimethylbutyl 4-(3-hydroxy-3-methyl-but-1-ynyl)-2,6-dimethyl-7-oxo-1H-pyrrolo[2,3-c]pyridine-3-carboxylate